ClC=1C=C(C=CC1F)NC1=NC=NC2=CC(=C(C=C12)NC(C=C)=O)OCCCN1CCN(CC1)C(CCCSC1=C2C(N(C(C2=CC=C1)=O)C1C(NC(CC1)=O)=O)=O)=O N-(4-((3-chloro-4-fluorophenyl)amino)-7-(3-(4-(4-((2-(2,6-dioxopiperidin-3-yl)-1,3-dioxoisoindolin-4-yl)thio)butanoyl)piperazin-1-yl)propoxy)quinazolin-6-yl)acrylamide